BrC1=CC(=C(C=C1C)N(C(C#CC)=O)C1=CC=C2C(=N1)C(=NN2C)O[C@H]2CC([C@H](CC2)C(=O)O)(C)C)C2CC2 (cis)-4-((5-(N-(4-bromo-2-cyclopropyl-5-methylphenyl)but-2-ynamido)-1-methyl-1H-pyrazolo[4,3-b]pyridin-3-yl)oxy)-2,2-dimethylcyclohexane-1-carboxylic acid